(2S)-2-phenyl-4-((pyridin-2-ylmethyl)amino)piperidine-1-carboxylic acid tert-butyl ester C(C)(C)(C)OC(=O)N1[C@@H](CC(CC1)NCC1=NC=CC=C1)C1=CC=CC=C1